NC1=NC(=CC=C1O[C@@H]1C[C@H](CCC1)C(=O)O)C=1C=NN(C1COC(N(C)C1CCC1)=O)C |r| (+/-)-(1S,3S)-3-((2-amino-6-(5-(((cyclobutyl(methyl)carbamoyl)oxy)methyl)-1-methyl-1H-pyrazol-4-yl)pyridin-3-yl)oxy)cyclohexane-1-carboxylic acid